butyl (3s)-4-(10-chloro-l-1-(2,4-difluorophenyl)-6-oxo-3,4-dihydro-2H,6H-[1,4]thiazepino[2,3,4-ij]quinazolin-8-yl)-3-methylpiperazine-1-carboxylate ClC=1C=C2C(=NC(N3C2=C(C1)S(CCC3)C3=C(C=C(C=C3)F)F)=O)N3[C@H](CN(CC3)C(=O)OCCCC)C